1-propyldi-(1-hexyl)phosphine C(CC)P(CCCCCC)CCCCCC